Cl.Cl.N[C@H](C(=O)NCCC(=O)O)CN (2S)-3-(2,3-diaminopropanamido)propanoic acid dihydrochloride